C1(CC1)N1N=C(C=C1)C1=C(C=O)C=CC(=C1)OC (1-cyclopropyl-1H-pyrazol-3-yl)-4-methoxybenzaldehyde